C(CCC(=O)OCC1=CC=C(C=C1)OC)(=O)OC[C@@H](CO)O (R)-2,3-dihydroxypropyl (4-methoxybenzyl) succinate